N1(CCCCC1)C1CCN(CC1)C1=NC=C(C=C1N)Br 2-([1,4'-Bipiperidin]-1'-yl)-5-bromopyridin-3-amine